3-((1H-benzo[d]imidazol-5-yl)oxy)benzimidamide N1C=NC2=C1C=CC(=C2)OC=2C=C(C(N)=N)C=CC2